ClN1C(C(C2=CC=CC=C12)=NN=C1SCC(N1C1=CC(=CC=C1)OC)=O)=O chloro-3-(2-(3-(3-methoxyphenyl)-4-oxothiazolidin-2-ylidene)hydrazono)-1H-indol-2-one